ClC1=NC=C(C(=N1)NC1=CC=C(C=C1)N1N=C(C=C1C)C(F)(F)F)C(=O)OC methyl 2-chloro-4-[[4-[5-methyl-3-(trifluoromethyl)pyrazol-1-yl]phenyl]amino]pyrimidine-5-carboxylate